COCCC1(C(NC(C(C1C1=CC(=CC=C1)[N+](=O)[O-])(C(=O)O)C\C=C\C1=CC=NC=C1)C)C)C(=O)O.ClCC(=O)N(CC1CCCC1)C1CS(=O)(=O)CC1 2-chloro-N-(sulfolane-3-yl)-N-(cyclopentylmethyl)acetamide 3-(2-methoxyethyl)5-[(2E)-3-(pyridin-4-yl)-2-propen-1-yl]2,6-dimethyl-4-(3-nitrophenyl)-1,4-dihydropyridine-3,5-dicarboxylate